(1s,3s)-3-(3-bromo-5-chloro-1H-pyrrolo[2,3-c]pyridin-1-yl)cyclobutane-1-carbonitrile BrC1=CN(C2=CN=C(C=C21)Cl)C2CC(C2)C#N